methyl 3-(5-chloro-2-((4-fluoro-2-methylphenyl)-amino)benzamido)-furan-2-carboxylate ClC=1C=CC(=C(C(=O)NC2=C(OC=C2)C(=O)OC)C1)NC1=C(C=C(C=C1)F)C